BrC1=CC(=C(C(=C1SC1=CC(=NC=C1)C#N)F)F)[N+](=O)[O-] 4-(6-bromo-2,3-difluoro-4-nitro-phenyl)sulfanylpyridine-2-carbonitrile